BrC=1C=C(C=C2CN(C(C12)=O)C1C(NC(CC1)=O)=O)CN(C=1SC(=C(N1)C)C1=NC(=NC=C1F)NC=1C=C(C=CC1)S(=O)(=O)N)C 3-((4-(2-(((7-bromo-2-(2,6-dioxopiperidin-3-yl)-1-oxoisoindolin-5-yl)methyl)(methyl)amino)-4-methylthiazol-5-yl)-5-fluoropyrimidin-2-yl)amino)benzenesulfonamide